methyl-(R)-1-(3-cyano-2-methylpropyl)-1H-pyrrole CC=1N(C=CC1)C[C@@H](CC#N)C